N[C@H]1C[C@H](CCC1)C(=O)NC1=NC=C(C(=C1)C1=CC2=C(N=CN2C(C)C)C(=C1)F)C (1S,3R)-3-amino-N-[4-(7-fluoro-3-isopropyl-benzimidazol-5-yl)-5-methyl-2-pyridyl]cyclohexanecarboxamide